C(C)N1N=C(C2=C1C(NCC1(CCOCC1)C2)=O)C[C@H](COC(C2=CC=C(C=C2)C(=O)N2CCCCC2)=O)C 4-(Piperidine-1-carbonyl)benzoic acid [(2R)-3-(1-ethyl-8-oxo-spiro[6,7-dihydro-4H-pyrazolo[3,4-c]azepin-5,4'-tetrahydropyran]-3-yl)-2-methyl-propyl] ester